dodecylbis(n-butyl)ammonium tetrakis(pentafluorophenyl)borate FC1=C(C(=C(C(=C1[B-](C1=C(C(=C(C(=C1F)F)F)F)F)(C1=C(C(=C(C(=C1F)F)F)F)F)C1=C(C(=C(C(=C1F)F)F)F)F)F)F)F)F.C(CCCCCCCCCCC)[NH+](CCCC)CCCC